3-pyridyl-6-hydroxybenzothiazole N1=CC(=CC=C1)C=1SC2=C(N1)C=CC(=C2)O